[Si](C)(C)(C(C)(C)C)OCCO 2-((tert-butyl-dimethylsilyl)oxy)ethan-1-ol